N-pelargonoyl-isoleucine C(CCCCCCCC)(=O)N[C@@H]([C@@H](C)CC)C(=O)O